C(C)C1=C(C=CC(=C1)C=1C(=NNC1C)C1=CC=NC=C1)C=1C=C(C=CC1)S(=O)(=O)N 3-[2-ethyl-4-[5-methyl-3-(4-pyridyl)-1H-pyrazol-4-yl]phenyl]benzenesulfonamide